[5-(6-chloro-1H-benzimidazol-2-yl)-1H-pyrrol-3-yl]-[2-(trifluoromethyl)phenyl]methanone ClC=1C=CC2=C(NC(=N2)C2=CC(=CN2)C(=O)C2=C(C=CC=C2)C(F)(F)F)C1